(R)-N-((2-(6-(8-amino-5-azaspiro[2.5]octan-5-yl)pyridin-2-yl)-1,6-naphthyridin-7-yl)methyl)-4-methyl-3-(methylsulfonyl)benzamide N[C@@H]1CCN(CC12CC2)C2=CC=CC(=N2)C2=NC1=CC(=NC=C1C=C2)CNC(C2=CC(=C(C=C2)C)S(=O)(=O)C)=O